C(C)(C)(C)C(N)C=1C=C2C(=NN(C2=CC1)C)OC Tert-butyl-(3-methoxy-1-methyl-1H-indazol-5-yl)methanamine